ClC=1N=CC2=C(N1)N(C=C2Cl)CC(COC2=NN(C(=C2N)C)C2=NN(C=C2C)C)F 3-(3-(2,5-Dichloro-7H-pyrrolo[2,3-d]pyrimidin-7-yl)-2-fluoropropoxy)-1',4',5-tri-methyl-1'H-[1,3'-bipyrazol]-4-amine